S1C=NC=C1CCC=O 3-(thiazol-5-yl)propan-1-one